ClC1=C(C=C2C(=N1)N=C(N2CC)C(C2=CC=CC=C2)(O)C2=CC=C(C=C2)OC(F)F)C(=O)NC=2C=NN(C2)CC 5-chloro-2-{[4-(difluoromethoxy)phenyl](hydroxy)phenylmethyl}-1-ethyl-N-(1-ethyl-1H-pyrazol-4-yl)-1H-imidazo[4,5-b]pyridine-6-carboxamide